3-(5-{5-[6-carbamoyl-1-(difluoromethyl)-1H-indazol-4-yl]-1H-1,2,4-triazol-3-yl}-3-methyl-1H-pyrazol-1-yl)propanoic acid C(N)(=O)C1=CC(=C2C=NN(C2=C1)C(F)F)C1=NC(=NN1)C1=CC(=NN1CCC(=O)O)C